7-(Chloromethyl)-6-(4-chlorophenyl)spiro[3.5]non-6-ene ClCC1=C(CC2(CCC2)CC1)C1=CC=C(C=C1)Cl